ClC1=CC(=C(C=C1)C1OP(OCC1)=S)F 4-(4-chloro-2-fluorophenyl)-1,3,2-dioxaphosphorinane 2-sulfide